2-(Trimethylsilyl)ethyl-[(2S)-4-[{(1R)-1-[1-benzyl-4-(2,5-difluorophenyl)-1H-pyrrol-2-yl]-2,2-dimethylpropyl}(glycoloyl)amino]-1-{[2-(glycylamino)ethyl]amino}-1-oxobutan-2-yl]carbamate C[Si](CCOC(N[C@H](C(=O)NCCNC(CN)=O)CCN(C(CO)=O)[C@H](C(C)(C)C)C=1N(C=C(C1)C1=C(C=CC(=C1)F)F)CC1=CC=CC=C1)=O)(C)C